CC1=C(C(=O)C(C(=O)O1)C(=O)C)C(=O)O 5-CARBOXYDEHYDROACETIC ACID